ClC=1N=C(C(=NC1C(F)(F)F)N1CC2(CC1)CCN(CC2)C(=O)OC(C)(C)C)C tert-butyl 2-(5-chloro-3-methyl-6-(trifluoromethyl)pyrazin-2-yl)-2,8-diazaspiro[4.5]decane-8-carboxylate